C(C)(=O)O[C@H]1[C@@H](O[C@@H]([C@@H]([C@@H]1OC(C)=O)OC(C)=O)COC(C)=O)OCC(=O)O 2-(((2R,3R,4S,5S,6R)-3,4,5-triacetoxy-6-(acetoxymethyl)tetrahydro-2H-pyran-2-yl)oxy)acetic acid